COC(=O)C=1C=CC(=C2C=NC(=NC12)OC)N1CCN(C2(CC2)C1)C(=O)OC(C)(C)C.BrC1=CC(=CC=C1)OCC(CCCC)CC 1-Bromo-3-((2-ethylhexyl)oxy)benzene methyl-5-(4-tert-butoxycarbonyl-4,7-diazaspiro-[2.5]octan-7-yl)-2-methoxy-quinazoline-8-carboxylate